tert-butyl (3R)-3-[6-(2-methoxy-6-methyl-phenyl)pyrido[2,3-b]pyrazin-3-yl]piperidine-1-carboxylate COC1=C(C(=CC=C1)C)C=1C=CC=2C(=NC(=CN2)[C@H]2CN(CCC2)C(=O)OC(C)(C)C)N1